FC(OC1=CC=C(C=C1)C=1C=CC(N(N1)CC=1OC=C(N1)C1=CC=CC=C1)=O)F 6-(4-(difluoromethoxy)phenyl)2-((4-phenyloxazol-2-yl)methyl)pyridazin-3(2H)-one